S(N)(=O)(=O)C=1C=C(C=CC1N1N=C(C=C1)C(F)(F)F)CC(=O)N 3-sulfamoyl-4-[3-(trifluoromethyl)-1H-Pyrazol-1-yl]Phenyl-acetamide